4-ethoxy-N-[fluorenylmethoxycarbonyl]-L-phenylalanine C(C)OC1=CC=C(C[C@H](NC(=O)OCC2=CC=CC=3C4=CC=CC=C4CC23)C(=O)O)C=C1